(1-(benzo[c]isothiazol-3-yl)piperidin-4-yl)carbamic acid tert-butyl ester C(C)(C)(C)OC(NC1CCN(CC1)C1=C2C(=NS1)C=CC=C2)=O